2-(6-{5-chloro-2-[(oxan-4-yl)amino]pyrimidin-4-yl}-1-oxo-2,3-dihydro-1H-isoindol-2-yl)-N-[2-(hydroxymethyl)-2,3-dihydro-1H-inden-1-yl]acetamide ClC=1C(=NC(=NC1)NC1CCOCC1)C1=CC=C2CN(C(C2=C1)=O)CC(=O)NC1C(CC2=CC=CC=C12)CO